C(C)(C)N(P(OCCC#N)OCC1=CC=C(C=C1)C=CP(=O)(OC)OC)C(C)C (E)-2-Cyanoethyl (4-(2-(dimethoxy-phosphoryl)vinyl)benzyl) diisopropylphosphoramidite